FC(COC(=O)C1(OC(C(O1)(F)F)(C(F)(F)F)F)C(F)(F)F)(F)F 4,4,5-trifluoro-2,5-bis(trifluoromethyl)-1,3-dioxolane-2-carboxylic acid 2,2,2-trifluoroethyl ester